ClC1=C(N)C=CC(=C1)Cl L-2,4-dichloroaniline